5-glycoloylamino-N,N'-bis(2,3-dihydroxypropyl)-2,4,6-triiodo-1,3-benzenedicarboxamide C(CO)(=O)NC=1C(=C(C(=C(C1I)C(=O)NCC(CO)O)I)C(=O)NCC(CO)O)I